C(C=C)C1[C@@H](C[C@H](N1)C(=O)OC)O[Si](C)(C)C(C)(C)C methyl (2S,4R)-5-allyl-4-((tert-butyldimethylsilyl)oxy)pyrrolidine-2-carboxylate